BrC=1C=C(C=NC1)[C@@](C(=O)O)([C@@H](C1=CC=CC=C1)O)C |r| (±)-(2R,3R)-2-(5-Bromopyridin-3-yl)-3-hydroxy-2-methyl-3-phenylpropanoic acid